FC=1C=C(C=CC1OC1=C(C=NC2=CC(=C(N=C12)OC)OC)F)NC(=O)C=1C(N(C(=CC1)C(F)(F)F)C=1C=NC(=CC1C)OC)=O N-[3-fluoro-4-(3-fluoro-6,7-dimethoxy-1,5-diaza-4-naphthyloxy)phenyl]-6'-methoxy-4'-methyl-2-oxo-6-(trifluoromethyl)-1,2-dihydro[1,3'-bipyridyl]-3-carboxamide